2-(3-(4-(1H-pyrrolo[2,3-b]pyridin-4-yl)-1H-pyrazol-1-yl)-1-(ethanesulfonyl)azetidin-3-yl)-N-(2,2,2-trifluoroethyl)acetamide N1C=CC=2C1=NC=CC2C=2C=NN(C2)C2(CN(C2)S(=O)(=O)CC)CC(=O)NCC(F)(F)F